N1(CCCCC1)C1=CC=C(C=C1)C(C)=O p-(1-piperidinyl)acetophenone